tert-Butyl 4-(1-(4-((5-bromo-4-((4-hydroxy-2-(N-methylmethanesulfonamido)phenyl)amino)pyrimidin-2-yl)amino)-5-methoxy-2-(1H-pyrazol-4-yl)phenyl)piperidin-4-yl)piperazine-1-carboxylate BrC=1C(=NC(=NC1)NC1=CC(=C(C=C1OC)N1CCC(CC1)N1CCN(CC1)C(=O)OC(C)(C)C)C=1C=NNC1)NC1=C(C=C(C=C1)O)N(S(=O)(=O)C)C